3-(benzyloxy)-2-(4-fluoro-3-methoxyphenyl)-4H-chromene C(C1=CC=CC=C1)OC1=C(OC2=CC=CC=C2C1)C1=CC(=C(C=C1)F)OC